ClC=1C=C2C(=CN=C(C2=CN1)OC)C(COC)(C)OC 6-chloro-4-(1,2-dimethoxypropan-2-yl)-1-methoxy-2,7-naphthyridine